4,5-dihydro-2-(1-naphthylmethyl)-1H-imidazole nitrate [N+](=O)(O)[O-].C1(=CC=CC2=CC=CC=C12)CC=1NCCN1